6-oxohex-4-ene O=CC=CCCC